5-(5-(3,5-dichloro-4-fluorophenyl)-5-(trifluoromethyl)-4,5-dihydroisoxazol-3-yl)-N-((5-methyl-1,3,4-oxadiazol-2-yl)methyl)-5,6-dihydro-4H-thieno[2,3-c]pyrrole-2-carboxamide ClC=1C=C(C=C(C1F)Cl)C1(CC(=NO1)N1CC2=C(C1)C=C(S2)C(=O)NCC=2OC(=NN2)C)C(F)(F)F